3-[[cis-4-[(3-methoxy-4-methyl-phenyl)carbamoyl]cyclohexyl]amino]-2-nitro-benzoic acid methyl ester COC(C1=C(C(=CC=C1)N[C@@H]1CC[C@@H](CC1)C(NC1=CC(=C(C=C1)C)OC)=O)[N+](=O)[O-])=O